ClC1=C2C=CC=NC2=C(C(=C1)Cl)S(=O)(=O)NC1=C(C=CC=C1)C#CC=1C=CC(=NC1)C(=O)O 5-{2-[2-(5,7-dichloroquinoline-8-sulfonamido)phenyl]ethynyl}pyridine-2-carboxylic acid